2'-bromo-1-methyl-5'-oxo-5',6'-dihydro-4'H-spiro[piperidine-4,7'-pyrazolo[1,5-a]pyrimidine]-3'-carboxamide BrC1=NN2C(NC(CC23CCN(CC3)C)=O)=C1C(=O)N